tert-butyl (s)-2-(hydroxymethyl)morpholine-4-carboxylate OC[C@@H]1CN(CCO1)C(=O)OC(C)(C)C